N-(5-(2-(1H-pyrrolo[3,4-c]pyridin-2(3H)-yl)acetamido)-2-methylpyridin-3-yl)-2-(1-methyl-1H-pyrazol-4-yl)pyrazolo[5,1-b]thiazole-7-carboxamide C1N(CC=2C=NC=CC21)CC(=O)NC=2C=C(C(=NC2)C)NC(=O)C=2C=NN1C2SC(=C1)C=1C=NN(C1)C